C(CC)(=S)OCCCCCCCC n-octyl thiopropionate